FC=1C(=NC(=NC1)NC1CCC(CC1)NS(=O)(=O)C)C1=CN=C2N1C=CC=C2 N-((1r,4r)-4-((5-Fluoro-4-(imidazo[1,2-a]pyridin-3-yl)pyrimidin-2-yl)amino)cyclohexyl)methanesulfonamide